FC(OC=1C=C(C=CC1)C1CC2(C1)CCN(CC2)C(=O)C2CC1(C2)NC(OC1)=O)(F)F (2s,4s)-2-[2-[3-(trifluoromethoxy)phenyl]-7-azaspiro[3.5]nonane-7-carbonyl]-7-oxa-5-azaspiro[3.4]octan-6-one